Cl.N[C@H](C(=O)N=[S@@](C1=CC=CC=C1)(=O)N)CC(C)C (S)-2-amino-N-((S)-amino(oxo)(phenyl)-λ6-sulfanylidene)-4-methylpentanamide hydrochloride